(2S,3S,5R)-4-[[3-(3,4-Difluoro-2-methoxy-phenyl)-5-methyl-5-(trifluoromethyl)tetrahydrofuran-2-carbonyl]amino]-1-oxido-pyridin-1-ium-2-carboxamid FC=1C(=C(C=CC1F)[C@H]1[C@H](O[C@](C1)(C(F)(F)F)C)C(=O)NC1=CC(=[N+](C=C1)[O-])C(=O)N)OC